di-n-butyl norbornene-2,3-dicarboxylate C12C(=C(C(CC1)C2)C(=O)OCCCC)C(=O)OCCCC